methyl 4-(6-amino-5-hydroxy-1,3-benzoxazol-2-yl)cyclohexanecarboxylate NC1=CC2=C(N=C(O2)C2CCC(CC2)C(=O)OC)C=C1O